[Mn].[Fe].[V].[Ni] Nickel vanadium iron manganese